ClC1=C(C=C(C=C1)C=1C=NN(C1)C1=C(C(=NN1C)OS(=O)(=O)C(C(F)(F)F)(C(F)(F)F)F)C(F)(F)F)C(NC1(CC1)C#N)=O [5-[4-[4-chloro-3-[(1-cyanocyclopropyl)carbamoyl] phenyl]pyrazol-1-yl]-1-methyl-4-(trifluoromethyl)pyrazol-3-yl]1,1,1,2,3,3,3-heptafluoropropane-2-sulfonate